Br.C(C=C)N1C(=NC2=C1C(=CC(=C2)C(=O)N)OCCCO[Si](C)(C)C(C)(C)C)N 1-allyl-2-amino-7-(3-((tert-butyldimethylsilyl)oxy)propoxy)-1H-benzo[d]imidazole-5-carboxamide, hydrobromide